4-nonylphenol C(CCCCCCCC)C1=CC=C(C=C1)O